C1(=CC=CC=C1)P(C[C@@H](C(C)C)N)C1=CC=CC=C1 (R)-1-(diphenylphosphino)-3-methyl-2-butylamine